O=C1NC(CCC1N1C(C2=CC=C(C=C2C1=O)N1CCC2(CCN(CC2)CC2CCN(CC2)C(=O)OC(C)(C)C)CC1)=O)=O tert-butyl 4-((9-(2-(2,6-dioxopiperidin-3-yl)-1,3-dioxoisoindolin-5-yl)-3,9-diazaspiro[5.5]undecan-3-yl)methyl)piperidine-1-carboxylate